C(C)(C)(C)OC(=O)N1CCC(=CC1)C1=CC(=C(C=C1)C(=O)OC)F.[N+](=O)([O-])C1=C(C(C(C=C1)(C)S(=O)(=O)[O-])C)[N+](=O)[O-].[Na+] sodium dinitroxylenesulfonate tert-butyl-4-(3-fluoro-4-methoxycarbonyl-phenyl)-3,6-dihydro-2H-pyridine-1-carboxylate